N-(5-(benzyloxy)-2-((2-methyl-6,7-dihydro-5H-cyclopenta[d]pyrimidin-4-yl)amino)phenyl)-2-chloroacetamide C(C1=CC=CC=C1)OC=1C=CC(=C(C1)NC(CCl)=O)NC=1C2=C(N=C(N1)C)CCC2